CC1(OCC(O1)C1=C2C(=NN(C2=CC=C1)C1=CC=C(C=C1)S(F)(F)(F)(F)F)C#N)C 4-(2,2-dimethyl-1,3-dioxolan-4-yl)-1-(4-(pentafluoro-λ6-sulfanyl)phenyl)-1H-indazole-3-carbonitrile